O=C1NC(CCC1NC1=CC(=C(C=C1)N1CCN(CC1)CC=1C=C(C=CC1)C=1C=NC(=NC1)C=1C=C(CN2N=C(C=CC2=O)C=2C=C(C#N)C=CC2)C=CC1)F)=O 3-(1-(3-(5-(3-((4-(4-((2,6-dioxopiperidin-3-yl)amino)-2-fluorophenyl)piperazine-1-yl)methyl)phenyl)pyrimidin-2-yl)benzyl)-6-oxo-1,6-dihydropyridazin-3-yl)benzonitrile